9-(4-bromo-phenyl)-10-(4-iodo-phenyl)-anthracene BrC1=CC=C(C=C1)C=1C2=CC=CC=C2C(=C2C=CC=CC12)C1=CC=C(C=C1)I